FC1=CC=C(C=C1)[C@H](C)NC1=NC(=CC(=N1)N[C@H](C)CC(C)C)NC1=NC=CN=C1 (R)-2-{2-[(S)-1-(4-fluorophenyl)ethylamino]-6-(pyrazin-2-ylamino)pyrimidin-4-ylamino}-4-methylpentane